3-[allyl-(t-butoxycarbonyl)sulfamoyl]-4-vinyl-benzoic acid methyl ester COC(C1=CC(=C(C=C1)C=C)S(N(C(=O)OC(C)(C)C)CC=C)(=O)=O)=O